FC1=CC=C(C=C1)[C@@H]1CC[C@H]2OC3(C(N21)=O)CC(C3)OC3=NC=CC(=C3)C#N 2-{[(1r,3R,5'S,7a'R)-5'-(4-fluorophenyl)-3'-oxotetrahydro-3'H-spiro[cyclobutane-1,2'-pyrrolo[2,1-b][1,3]oxazol]-3-yl]oxy}pyridine-4-carbonitrile